C1(CC1)C1=C(C=CC=C1C=1C=C2C=NNC2=CC1)CC(=O)O [2-cyclopropyl-3-(1H-indazol-5-yl)phenyl]acetic acid